CC1=C(SC(=C1)C1=CC=C(C=C1)C1CCN(CC1)CCOCC#C)C(=O)N1C[C@H](CC1)NC(OC(C)(C)C)=O tert-butyl (S)-(1-(3-methyl-5-(4-(1-(2-(prop-2-yn-1-yloxy)ethyl)piperidin-4-yl)phenyl)thiophene-2-carbonyl)pyrrolidin-3-yl)carbamate